tert-butyl (2R,4SR,6S)-4-(4-((2-fluoro-3-methyl-4-((1-methyl-1H-benzo[d]imidazol-5-yl)oxy)phenyl)amino)pyrido[3,2-d]pyrimidin-6-yl)-2,6-dimethylpiperidine-1-carboxylate FC1=C(C=CC(=C1C)OC1=CC2=C(N(C=N2)C)C=C1)NC=1C2=C(N=CN1)C=CC(=N2)C2C[C@H](N([C@H](C2)C)C(=O)OC(C)(C)C)C